C(C)N1CCCC2=CC=C(C=C12)N1C(C2=CC(=C(C=C2C(=C1)C(=O)N1CCCCC1)OC)OC)=O (1-Ethyl-1,2,3,4-tetrahydroquinolin-7-yl)-6,7-dimethoxy-4-(piperidin-1-ylcarbonyl)isoquinolin-1(2H)-one